C1=CC=CC=2C3=CC=CC=C3C(=CC12)C1=CC=C(C=C1)C1=CC=C(C=C1)NC1=CC=CC=C1 (4'-phenanthren-9-yl-biphenyl-4-yl)-phenyl-amine